C[C@@H]1CN(CCC1)CC1=C2C(=NC(=C1)C(=O)O)CCC2 (S)-4-((3-methylpiperidin-1-yl)methyl)-6,7-dihydro-5H-cyclopenta[b]pyridine-2-carboxylic acid